2-oxo-1-phenyl-4-(pyrrolidin-1-yl)-7-(trifluoromethyl)-1,2-dihydro-1,8-naphthyridine O=C1N(C2=NC(=CC=C2C(=C1)N1CCCC1)C(F)(F)F)C1=CC=CC=C1